C(#N)C1=CN=C2N1C(=CC(=C2)C=2N=NN(C2C)C2CCN(CC2)C(=O)OC(C)(C)C)O[C@H](C)C2=NC=CC=C2F tert-Butyl 4-[4-[3-cyano-5-[(1R)-1-(3-fluoro-2-pyridyl)ethoxy]imidazo[1,2-a]pyridin-7-yl]-5-methyl-triazol-1-yl]piperidine-1-carboxylate